nitrophenyl-1-ethanone [N+](=O)([O-])CC(=O)C1=CC=CC=C1